6-fluoro-6-(4-fluorophenyl)-2-azaspiro[3.3]heptane FC1(CC2(CNC2)C1)C1=CC=C(C=C1)F